ethyl-6-bromo-4-[(dimethylamino)methyl]-5-hydroxy-1-methyl-2-[(phenylthio)methyl]-indole-3-carboxylate hydrochloride monohydrate O.Cl.C(C)OC(=O)C1=C(N(C2=CC(=C(C(=C12)CN(C)C)O)Br)C)CSC1=CC=CC=C1